3-hydroxy-1H-pyrrole-2-carboxylic acid methyl ester COC(=O)C=1NC=CC1O